10,13-dimethyl-17-(pyridin-3-yl)2,3,4,7,8,9,10,11,12,13,14,15-dodecahydro-1H-cyclopenta[a]phenanthren-3-ol CC12C3CCC4(C(=CCC4C3CC=C2CC(CC1)O)C=1C=NC=CC1)C